C(CC)C(C(=O)N)C=1C=NC(=CC1)C(F)(F)F propyl-2-[6-(trifluoromethyl)-3-pyridyl]acetamide